N1(CCCCC1)S(=O)(=O)C1=CC=C(C=C1)CN1N=CC2=CC=CC=C12 N-{[4-(piperidine-1-sulfonyl)phenyl]methyl}-1H-indazole